C(C)(C)(C)OC(=O)NCC1=CC(=C(C(=C1)C)NC(=O)C1=CC2=C(OCCC3=C2SC=C3)C=C1C=1C(=NC(=CC1)C(NCC(C)C)=O)C(=O)OC)C methyl 3-(9-((4-(((tert-butoxycarbonyl)amino)methyl)-2,6-dimethylphenyl)carbamoyl)-4,5-dihydrobenzo[b]thieno[2,3-d]oxepin-8-yl)-6-(isobutylcarbamoyl)picolinate